3-(3-(4,4-bis(methoxy-methyl)cyclohexyl)-2-((methyl(2-(methylamino)-ethyl)amino)methyl)-6,7-dihydropyrazolo[1,5-a]-pyrazin-5(4H)-yl)-2,2-dimethyl-3-oxopropanenitrile COCC1(CCC(CC1)C=1C(=NN2C1CN(CC2)C(C(C#N)(C)C)=O)CN(CCNC)C)COC